ClC1=C(C=CC(=C1NC=1C(=C2C(N(C=NC2=CC1)C1CCC1)=O)C)F)NS(=O)(=O)CCC N-(2-chloro-3-((3-cyclobutyl-5-methyl-4-oxo-3,4-dihydroquinazolin-6-yl)amino)-4-fluorophenyl)propane-1-sulfonamide